tert-butyl 3-[(6-cyano-5-methoxypyridin-3-yl)amino]-2-hydroxy-2-methyl-3-oxo-propionate C(#N)C1=C(C=C(C=N1)NC(C(C(=O)OC(C)(C)C)(C)O)=O)OC